C(C(Cl)(Cl)Cl)=NN chloral hydrazone